NC1=CC=C(C=C1)N1CCN(CC1)CC1=CC=C(C=C1)C=1NC=2C=C(C=C3C2C1CCNC3=O)F 2-(4-{[4-(4-Aminophenyl)piperazin-1-yl]methyl}phenyl)-8-fluoro-1,3,4,5-tetrahydro-6H-azepino[5,4,3-cd]indol-6-one